1H-pyrido[3,2-e]pyrrolo[1,2-a]azepine-9-carboxylic acid N1C=CC=C2C=CC=3N(C=C21)C(=CC3)C(=O)O